O=C1NC(CCC1N1CC2=CC=C(C=C2C1=O)C(=O)O)=O 2-(2,6-Dioxopiperidin-3-yl)-3-oxoisoindoline-5-carboxylic acid